(2-fluoro-5-(hydroxymethyl)phenyl)boronic acid FC1=C(C=C(C=C1)CO)B(O)O